CCCCCCCCO Capryl Alcohol